C(=O)(OC(C)(C)C)N1CC(C1)(C(=O)OC)C(C=NO)=O methyl N-BOC-3-(2-(hydroxylimino)oxoethyl)azetidine-3-carboxylate